N1=CC=C(C=C1)CCC1=NN(C2=CC(=CC=C12)C=O)COCC[Si](C)(C)C 3-(2-(pyridin-4-yl)ethyl)-1-((2-(trimethylsilyl)ethoxy)methyl)-1H-indazole-6-carbaldehyde